ClC=1C=NC=C(C1[C@@H](C)OC=1C=C2C(=NN(C2=CC1)C1OCCCC1)C1=CC=C(N=N1)N1CC(C1)(N)CC1=NN(C=C1)C)Cl 1-[6-[5-[(1R)-1-(3,5-dichloro-4-pyridinyl)ethoxy]-1-tetrahydropyran-2-yl-indazol-3-yl]pyridazin-3-yl]-3-[(1-methylpyrazol-3-yl)methyl]azetidin-3-amine